FC1=CC=C2C(=CNC2=C1N1N=CC=N1)S(=O)(=O)Cl 6-fluoro-7-(triazol-2-yl)-1H-indole-3-sulfonyl chloride